3-{[(5R)-5-(aminomethyl)-5,6,7,8-tetrahydronaphthalen-2-yl](methyl)amino}benzonitrile NC[C@H]1C=2C=CC(=CC2CCC1)N(C=1C=C(C#N)C=CC1)C